C1(C=CC(N1CCCCON1C(CCC1=O)=O)=O)=O N-(4-maleimidobutoxy)succinimide